tert-butyl 4-(4-amino-3-((4-methoxybenzyl)amino)phenyl)piperazine-1-carboxylate NC1=C(C=C(C=C1)N1CCN(CC1)C(=O)OC(C)(C)C)NCC1=CC=C(C=C1)OC